C(C)(C)(C)OC(=O)NC(CCNC(=O)C=1C=CC(=C(C1)C1=CC(=CC=C1OCCCCCC)C(=O)[O-])OCCCCCC)C 5'-((3-((tert-butoxycarbonyl)amino)butyl)carbamoyl)-2',6-bis(hexyloxy)-[1,1'-biphenyl]-3-carboxylate